FC(CN1C(=NC=2C1=NC(=CC2)C=2C=CN1N=C(N=CC12)NC1CC(C1)(O)C)C)F 3-((5-(3-(2,2-difluoroethyl)-2-methyl-3H-imidazo[4,5-b]pyridin-5-yl)pyrrolo[2,1-f][1,2,4]triazin-2-yl)amino)-1-methylcyclobutane-1-ol